BrC1=NN(N=C1)CCCCNC(C1=CC(=CC=C1)N1N=C(N=C1C1=CC=C(C=C1)OC)CC)=O N-(4-(4-bromo-2-2H-1,2,3-triazolyl)butyl)-3-(3-ethyl-5-(4-methoxyphenyl)-1-1H-1,2,4-triazolyl)benzamide